C(C)(C)(C)OC(=O)N1C(CCCC1)OC=1C=C2C=CNC(C2=CC1)=O ((1-oxo-1,2-dihydroisoquinolin-6-yl)oxy)piperidine-1-carboxylic acid tert-butyl ester